(E)-3-(9-ethyl-9H-carbazole-3-yl)-2-phenyl-acrylonitrile C(C)N1C2=CC=CC=C2C=2C=C(C=CC12)/C=C(/C#N)\C1=CC=CC=C1